2-oxa-5-azaspiro[3.5]nonan C1OCC12NCCCC2